[4-[4-[6-ethyl-4-(trifluoromethyl)-2-pyridyl]piperazin-1-yl]sulfonylphenyl]benzamide C(C)C1=CC(=CC(=N1)N1CCN(CC1)S(=O)(=O)C1=CC=C(C=C1)C1=C(C(=O)N)C=CC=C1)C(F)(F)F